1-(3-chloro-5-methyl-6,7,8,9-tetrahydropyrido[3,2-b]indolizin-7-yl)-2-oxopyrrolidin ClC1=CC=2C(=C3CC(CCN3C2N=C1)N1C(CCC1)=O)C